2-((3,5-dicyano-4-ethyl-6-(4-methyl-1,4-diazepan-1-yl)pyridin-2-yl)sulfanyl)-2-phenylacetamide C(#N)C=1C(=NC(=C(C1CC)C#N)N1CCN(CCC1)C)SC(C(=O)N)C1=CC=CC=C1